ClC=1C=C(C=C(C1)Cl)C=1OC2=C(N1)C=CC(=C2)C(=O)OC2CN(CC2)C2=CC=NC=C2 1-(pyridin-4-yl)pyrrolidin-3-yl 2-(3,5-dichlorophenyl)benzo-[d]oxazole-6-carboxylate